D-N-methylhistidine CN[C@H](CC1=CNC=N1)C(=O)O